FC1=CC=C(C=C1)C1=NC=2C(=NC(=CC2)N2CCN(CC2)C(=O)OC(C)(C)C)N1C1=CC(=NC=C1)NC(=O)N1CCCCC1 tert-butyl 4-[2-(4-fluorophenyl)-3-[2-(piperidine-1-carbonylamino)-4-pyridyl]imidazo[4,5-b]pyridin-5-yl]piperazine-1-carboxylate